5-(3-fluoro-4-(2-methylpyrrolidine-1-yl)phenyl)-1,3,4-oxadiazole-2-amine FC=1C=C(C=CC1N1C(CCC1)C)C1=NN=C(O1)N